acrylic acid-dihydroxyacrylamide OC(=CC(=O)N)O.C(C=C)(=O)O